benzyltriphenylphosphonium bromide salt [Br-].C(C1=CC=CC=C1)[P+](C1=CC=CC=C1)(C1=CC=CC=C1)C1=CC=CC=C1